6-bromo-2-fluoro-3-methoxypyridine BrC1=CC=C(C(=N1)F)OC